COC(=O)C1=CC=C(C2=CC=CC=C12)B(O)O 4-(METHOXYCARBONYL)NAPHTHALENE-1-BORONIC ACID